Trans-6-isopropoxy-2-(1-methyl-2-oxabicyclo[2.1.1]hexan-4-yl)-N-(1-(2-methylcyclopropyl)-2-oxo-1,2-dihydropyridin-3-yl)-2H-pyrazolo[3,4-b]pyridine-5-carboxamide C(C)(C)OC=1C(=CC=2C(N1)=NN(C2)C21COC(C2)(C1)C)C(=O)NC=1C(N(C=CC1)[C@H]1[C@@H](C1)C)=O